(2E)-1-(2,4-difluorophenyl)-3-(dimethylamino)-2-propen-1-one FC1=C(C=CC(=C1)F)C(\C=C\N(C)C)=O